ClC1=CC=CC=2N(C[C@@H](OC21)C)C(=O)C2=CC(=CC=C2)N2N=C(N=C2)C2CCC2 [(2S)-8-chloro-2,3-dihydro-2-methyl-4H-1,4-benzoxazin-4-yl][3-(3-cyclobutyl-1H-1,2,4-triazol-1-yl)phenyl]methanone